NC1=NC=C(N=C1Cl)Cl 2-amino-3,5-dichloropyrazine